N-isobutyl-2-methoxy-6-(pyrimidin-5-yl)-1H-benzo[d]Imidazole-1-carboxamide C(C(C)C)NC(=O)N1C(=NC2=C1C=C(C=C2)C=2C=NC=NC2)OC